CN1CCN(CC1)C1=CC=C(C=C1)C=1C=C2C(=NC1)NC=C2C=2C=NN(C2)C 5-[4-(4-methylpiperazin-1-yl)phenyl]-3-(1-methylpyrazol-4-yl)-1H-pyrrolo[2,3-b]pyridine